[3-[5-(4-chlorophenyl)-1H-pyrazolo[3,4-b]pyridine-3-carbonyl]-2,4,6-trifluorophenyl]propane-1-sulfonamide ClC1=CC=C(C=C1)C=1C=C2C(=NC1)NN=C2C(=O)C=2C(=C(C(=CC2F)F)C(CC)S(=O)(=O)N)F